FC(C(=O)NC=1C=C2C(=NC=NC2=CC1N1CC(C1)F)NC1=CC(=NC=C1)C1=C(C=CC=C1)F)=C 2-fluoro-N-(7-(3-fluoroazetidin-1-yl)-4-((2-(2-fluorophenyl)pyridin-4-yl)amino)quinazolin-6-yl)acrylamide